3-methoxy-4-[2-(4-methylpiperazin-1-yl)ethoxy]Benzaldoxime COC=1C=C(C=NO)C=CC1OCCN1CCN(CC1)C